BrC1=CC(=CC=2N=C(OC21)N2CC1N(C(C2)C1)C(=O)OC(C)(C)C)C(C(F)(F)F)O tert-Butyl 3-(7-bromo-5-(2,2,2-trifluoro-1-hydroxyethyl)benzo[d]oxazol-2-yl)-3,6-diazabicyclo[3.1.1]heptane-6-carboxylate